CC=1N=NC=C(C1[C@@H](C)OC=1C=C2C(=NNC2=CC1OC)C=1C=CC(=NC1)N1CC2(COC2)C1)C 6-[5-[5-[(1R)-1-(3,5-dimethylpyridazin-4-yl)ethoxy]-6-methoxy-1H-indazol-3-yl]-2-pyridyl]-2-oxa-6-azaspiro[3.3]heptane